ClC1=NC=2CCCC(C2C=C1)OCC 2-chloro-5-ethoxy-5,6,7,8-tetrahydroquinoline